Cl.Cl.C(C)C=1C=NC=C(C1)C1CCNCC1 3-ethyl-5-(piperidin-4-yl)pyridine dihydrochloride